(25R)-3alpha,7alpha-dihydroxy-5beta-cholestan-27-oyl-taurine O[C@H]1C[C@H]2C[C@H]([C@H]3[C@@H]4CC[C@H]([C@@H](CCC[C@@H](C)C(=O)NCCS(=O)(=O)O)C)[C@]4(CC[C@@H]3[C@]2(CC1)C)C)O